6-[4-Fluoro-2-(octahydroindolizin-7-yl)-1,3-benzothiazol-6-yl]-2-methylimidazo[1,2-b]pyridazin-Hydrochlorid Cl.FC1=CC(=CC2=C1N=C(S2)C2CCN1CCCC1C2)C=2C=CC=1N(N2)C=C(N1)C